tert-butyl (3R)-3-[[6-(4-hydroxy-2,3-dihydrobenzofuran-5-yl)-5-methyl-1,2,4-triazin-3-yl]amino]piperidine-1-carboxylate OC1=C(C=CC2=C1CCO2)C2=C(N=C(N=N2)N[C@H]2CN(CCC2)C(=O)OC(C)(C)C)C